(3-bromo-5-(methylsulfonylamino)phenyl)-1-methyl-2-(3-methylpyridin-2-yl)1H-imidazole-4-carboxamide BrC=1C=C(C=C(C1)NS(=O)(=O)C)C1=C(N=C(N1C)C1=NC=CC=C1C)C(=O)N